Methyl 4,5-difluoro-2-((2-formyl-4-(trifluoromethoxy)phenyl)amino)benzoate FC1=CC(=C(C(=O)OC)C=C1F)NC1=C(C=C(C=C1)OC(F)(F)F)C=O